FC=1C=C(OCC=2C=C(C3=C(C=CO3)C2)NC(=O)C2NC(CC2)=O)C=CC1 N-(5-((3-Fluorophenoxy)methyl)benzofuran-7-yl)-5-oxopyrrolidine-2-carboxamide